C(C1=CC=CC=C1)N1SC(N(C1=O)CC1OCCC1)=O 2-Benzyl-4-(oxolan-2-ylmethyl)-1,2,4-thiadiazolidine-3,5-dione